1-fluoro-3-isothiocyanato-2-methoxy-benzene FC1=C(C(=CC=C1)N=C=S)OC